(2-methylfuran-3-yl)methyl mercaptan CC=1OC=CC1CS